ClC=1C=CC2=C(C(=NC3=C(O2)C=CC=C3)N3CCNCC3)C1 2-chloro-11-(piperazin-1-yl)dibenzo[b,f][1,4]oxazepine